(R)-N,N-dibenzyl-1-(oxiran-2-yl)methylamine C(C1=CC=CC=C1)N(CC1=CC=CC=C1)C[C@H]1OC1